tert-butyl 2-(6-methyl-2-(trifluoromethyl)pyrimidin-4-yl)-2,8-diazaspiro[4.5]decane-8-carboxylate CC1=CC(=NC(=N1)C(F)(F)F)N1CC2(CC1)CCN(CC2)C(=O)OC(C)(C)C